C1(CCC1)CCC1=NC(=NO1)NCC1=C(N=NN1C)C1=CC=C(C(=N1)C)OC1CCCCC1 (1S,3S)-3-({6-[5-({[5-(2-Cyclobutylethyl)-1,2,4-oxadiazol-3-yl]amino}methyl)-1-methyl-1H-1,2,3-triazol-4-yl]-2-methylpyridin-3-yl}oxy)cyclohexane